7-(3-hydroxypropyl)-3-iodo-1H-indazol-6-ol OCCCC=1C(=CC=C2C(=NNC12)I)O